C(CC)[N+]1=CC=CC=C1 N-Propyl-Pyridinium